NCC1=NNC(C2=CC=C(C=C12)C=1C=NN(C1)CCC)=O 4-(aminomethyl)-6-(1-propyl-1H-pyrazol-4-yl)phthalazin-1(2H)-one